8-Amino-5-(4-((1R)-1-hydroxyethyl)phenyl)-3-isopropoxy-6-oxo-5,6-dihydropyrido[2,3-b]pyrazine-7-carboxylic acid methyl ester COC(=O)C1=C(C=2C(=NC(=CN2)OC(C)C)N(C1=O)C1=CC=C(C=C1)[C@@H](C)O)N